N[C@@H]1CN(CCC1)C1=CC(=NC=C1C=1C=NN(C1)CC1CC1)NC1=NC(=C(C#N)C=C1)C1=C(C=CC=C1OC)F 6-((4-((S)-3-aminopiperidin-1-yl)-5-(1-(cyclopropylmethyl)-1H-pyrazol-4-yl)pyridin-2-yl)amino)-2-(2-fluoro-6-methoxyphenyl)nicotinonitrile